1-(2-amino-4,5-dimethoxyphenyl)ethan-1-one oxime NC1=C(C=C(C(=C1)OC)OC)C(C)=NO